ClC1=C(C=CC=C1)[C@H](C(=O)O)CO (S)-2-(2-chlorophenyl)-3-hydroxypropanoic acid